N-(3-((3-(2,6-dichloro-3,5-dimethoxyphenyl)-7-(4-(diethylamino)butylamino)-2-oxo-3,4-dihydropyrimido[4,5-d]pyrimidin-1(2H)-yl)methyl)phenyl)acrylamide ClC1=C(C(=C(C=C1OC)OC)Cl)N1C(N(C2=NC(=NC=C2C1)NCCCCN(CC)CC)CC=1C=C(C=CC1)NC(C=C)=O)=O